C(CCCCCCC\C=C/C\C=C/CCCCC)OC(CCC(C(=O)OCCCCCCCC\C=C/C\C=C/CCCCC)NC(CCC(=O)O)=O)=O 4-[[4-[(9Z,12Z)-octadeca-9,12-dienoxy]-1-[(9Z,12Z)-octadeca-9,12-dienoxy]carbonyl-4-oxo-butyl]amino]-4-oxo-butanoic acid